triethylene glycol bis[3-(n-butyl-4-hydroxy-5-methylphenyl) propionate] C(CCC)C1=C(C=C(C(=C1)O)C)CCC(=O)OCCOCCOCCOC(CCC1=C(C=C(C(=C1)C)O)CCCC)=O